(E)-6-(4-chlorophenyl)imidazo[2,1-b]thiazole-5-carbaldehyde O-(3,4-dichlorobenzyl) oxime ClC=1C=C(CO\N=C\C2=C(N=C3SC=CN32)C3=CC=C(C=C3)Cl)C=CC1Cl